C(=O)(O)[C@@H](C)N[C@@H](CCC)C(=O)O N-[1-(R)-(carboxyl)ethyl]-(S)-norvaline